ClCCCS(=O)(=O)NC=1C=C(C=CC1O)NS(=O)(=O)C1=CC=C(C=C1)C1=CC=C(C=C1)C(F)(F)F N-(3-((3-chloropropyl)sulfonamido)-4-hydroxyphenyl)-4'-(trifluoromethyl)-[1,1'-biphenyl]-4-sulfonamide